3-ethylbutane-1,3-diol C(C)C(CCO)(C)O